(S)-3-(2',4'-difluorobiphenyl-3-yl)-3-(3-(4-hydroxy-1-methyl-2-oxo-1,2-dihydro-1,8-naphthyridin-3-yl)ureido)propanoic acid FC1=C(C=CC(=C1)F)C1=CC(=CC=C1)[C@H](CC(=O)O)NC(=O)NC=1C(N(C2=NC=CC=C2C1O)C)=O